C(#C)[C@]1(C(N(CC1)C([2H])([2H])[2H])=O)O (R)-3-ethynyl-3-hydroxy-1-(methyl-d3)pyrrolidin-2-one